2-((2R,6R)-1-benzyl-6-methyl-4-phenylpiperazin-2-yl)acetic acid C(C1=CC=CC=C1)N1[C@@H](CN(C[C@H]1C)C1=CC=CC=C1)CC(=O)O